C(C1=CC=CC=C1)(=O)OC1=C(C=CC=C1)CC(=O)O 2-(2-benzoyloxyphenyl)acetic acid